3-(5-(4-((1-(4-((1S,2S)-2-Cyclopentyl-6-hydroxy-1,2,3,4-tetrahydronaphthalen-1-yl)phenyl)piperidin-4-yl)methyl)piperazin-1-yl)-1-oxoisoindolin-2-yl)piperidine-2,6-dione C1(CCCC1)[C@H]1[C@H](C2=CC=C(C=C2CC1)O)C1=CC=C(C=C1)N1CCC(CC1)CN1CCN(CC1)C=1C=C2CN(C(C2=CC1)=O)C1C(NC(CC1)=O)=O